C(C)OC(=C)C1(C(N(CC1)C)=O)O (1-ethoxyvinyl)-3-hydroxy-1-methylpyrrolidin-2-one